(2-(trifluoromethyl)pyrimidin-4-yl)methylamine hydrochloride Cl.FC(C1=NC=CC(=N1)CN)(F)F